OC1=C(C(=NN1C1=CC=C(C=C1)S(=O)(=O)O)C(=O)[O-])\N=N\C1=CC=C(C=C1)S(=O)(=O)O.[Na+].[Na+].[Na+].OC1=C(C(=NN1C1=CC=C(C=C1)S(=O)(=O)O)C(=O)[O-])\N=N\C1=CC=C(C=C1)S(=O)(=O)O.OC1=C(C(=NN1C1=CC=C(C=C1)S(=O)(=O)O)C(=O)[O-])\N=N\C1=CC=C(C=C1)S(=O)(=O)O trisodium 5-hydroxy-1-(4-sulfophenyl)-4-[(E)-(4-sulfophenyl) diazenyl]-1H-pyrazole-3-carboxylate